(R,E)-N-(1-(3-((5-bromopyrimidin-2-yl)amino)pyrrolidin-1-yl)isoquinolin-6-yl)but-2-enamide BrC=1C=NC(=NC1)N[C@H]1CN(CC1)C1=NC=CC2=CC(=CC=C12)NC(\C=C\C)=O